methyl (E)-3-(3-(N-((4-(4-cyclopropylphenyl)bicyclo[2.2.2]octan-1-yl)methyl) cyclopropanecarboxamido)phenyl)but-2-enoate C1(CC1)C1=CC=C(C=C1)C12CCC(CC1)(CC2)CN(C(=O)C2CC2)C=2C=C(C=CC2)/C(=C/C(=O)OC)/C